tert-Butyl 3-(5-(hydroxymethyl)-7-(thiazol-2-yl)benzo[d]oxazol-2-yl)-3,8-diazabicyclo[3.2.1]octane-8-carboxylate OCC=1C=C(C2=C(N=C(O2)N2CC3CCC(C2)N3C(=O)OC(C)(C)C)C1)C=1SC=CN1